ClC1=CC=C2C(=NN(C2=C1)C=1C=NC(=C(C1)C(F)(F)F)OC)C(C)N1N=C(C=2C1=NC=NC2N)C (1-(6-chloro-1-(6-methoxy-5-(trifluoromethyl)pyridin-3-yl)-1H-indazol-3-yl)ethyl)-3-methyl-1H-pyrazolo[3,4-d]pyrimidin-4-amine